1-(2-chloro-4-nitrophenyl)piperazinone ClC1=C(C=CC(=C1)[N+](=O)[O-])N1C(CNCC1)=O